4-(difluoromethyl)-3-(8-fluoro-9-iodo-5,6-dihydrobenzo[f]imidazo[1,2-d][1,4]oxazepin-2-yl)thiazolidin-2-one FC(C1N(C(SC1)=O)C=1N=C2N(CCOC3=C2C=CC(=C3F)I)C1)F